1-(3-bromobenzyl)-N5-(4-bromophenyl)-1H-1,2,4-triazole-3,5-diamine BrC=1C=C(CN2N=C(N=C2NC2=CC=C(C=C2)Br)N)C=CC1